7-cyano-10-(4-methylbenzoyl)-6,8,9-trifluoro-1,2,3,4-tetrahydropyrimido[1,2-a]indole C(#N)C=1C(=C(C=2C(=C3N(C2C1F)CCCN3)C(C3=CC=C(C=C3)C)=O)F)F